O1C=CC(C2=CC=CC=C12)=O.[P] phosphorus chromone